C(C)(C)(C)OC(=O)N1CCC(CC1)(F)CN1CCC2(CN(C2)C=2N=CN=NC2OC2=C(C=C(C=C2)F)C(N(C(C)C)C(C)C)=O)CC1 4-((2-(6-(2-(diisopropylcarbamoyl)-4-fluorophenoxy)-1,2,4-triazine-5-yl)-2,7-diazaspiro[3.5]nonan-7-yl)methyl)-4-fluoropiperidine-1-carboxylic acid tert-butyl ester